1,23-tricosanedioate C(CCCCCCCCCCCCCCCCCCCCCC(=O)[O-])(=O)[O-]